cyclopropyl(5-((3-fluorobenzyl)oxy)-2-nitrophenyl)methanol C1(CC1)C(O)C1=C(C=CC(=C1)OCC1=CC(=CC=C1)F)[N+](=O)[O-]